FC=1C=C(C(=O)NC2=C(C=C(C(=C2)S(=O)(=O)C)O)F)C=CC1SCCC1=CC=C(C=C1)OC(F)(F)F 3-fluoro-N-(2-fluoro-4-hydroxy-5-(methylsulfonyl)phenyl)-4-((4-(trifluoromethoxy)phenethyl)thio)benzamide